C1(CCC1)[C@@H](C1=CC=2N(N=C1)C=C(N2)[C@@H](NC(=O)C2=NON=C2C)C2CCC(CC2)(F)F)NC(CC2CC(C2)(F)F)=O |o1:4| N-((S)-(7-((S*)-Cyclobutyl(2-(3,3-difluorocyclobutyl)acetamido)methyl)imidazo[1,2-b]pyridazin-2-yl)(4,4-difluorocyclohexyl)methyl)-4-methyl-1,2,5-oxadiazole-3-carboxamide